1-(4-((8-(4,4-difluoropiperidin-1-yl)octyl)amino)phenyl)dihydropyrimidine-2,4(1H,3H)-dione FC1(CCN(CC1)CCCCCCCCNC1=CC=C(C=C1)N1C(NC(CC1)=O)=O)F